N-octanoyl-vanillylamide C(CCCCCCC)(=O)[N-]CC1=CC(OC)=C(O)C=C1